copper-lanthanum [La].[Cu]